CC1CN(CC(=C1)OS(=O)(=O)C(F)(F)F)C(=O)OC(C)(C)C tert-Butyl 3-methyl-5-(((trifluoromethyl)sulfonyl)oxy)-3,6-dihydropyridine-1(2H)-carboxylate